NC=1C=C(C=C(C1)[N+](=O)[O-])NC1=NC(=NC=C1C1=CC=C(C=C1)C(F)(F)F)NC=1C=NN(C1)C N4-(3-amino-5-nitrophenyl)-N2-(1-methyl-1H-pyrazol-4-yl)-5-[4-(trifluoromethyl)phenyl]pyrimidine-2,4-diamine